N-[1-[(2R,6S)-6-[[bis(4-methoxyphenyl)-phenyl-methoxy]methyl]-4-cyclohexyl-6-(hydroxymethyl)morpholin-2-yl]-2-oxo-pyrimidin-4-yl]benzamide COC1=CC=C(C=C1)C(OC[C@@]1(O[C@H](CN(C1)C1CCCCC1)N1C(N=C(C=C1)NC(C1=CC=CC=C1)=O)=O)CO)(C1=CC=CC=C1)C1=CC=C(C=C1)OC